CC(C)CCC[C@@H](C)[C@H]1CC[C@H]2[C@@H]3C[C@@H](C4CC(CC[C@]4(C)[C@H]3CC[C@]12C)O)O 6α-cholestane-3,6-diol